Cl.C(C)OS(=O)(=O)C1=CC=C(C=C1)S(=O)(=O)C (2s,3r)-p-methylsulfonylbenzenesulfonic acid ethyl ester hydrochloride